5-methyl-[1,2,4]triazolo[1,5-a]pyridine-7-carbaldehyde CC1=CC(=CC=2N1N=CN2)C=O